C(C)N1CCC(CC1)NCC=1C=C2CN(C(C2=CC1)=O)C1C(NC(CC1)=O)=O 3-(5-(((1-Ethylpiperidin-4-yl)amino)methyl)-1-oxoisoindolin-2-yl)piperidine-2,6-dione